FC1=C(C(=C(C(=C1F)F)F)F)F hexafluorobenzene